N1=C(C=CC=C1)CN1C(=NC2=C1C=CC=C2)C=2C(=NON2)N 4-[1-(pyridin-2-ylmethyl)benzoimidazol-2-yl]-1,2,5-oxadiazol-3-amine